morpholino-[3-[5-[(3R)-3-[(2,5,7-trimethyl-[1,2,4]triazolo[1,5-a]pyrimidin-6-yl)oxy]pyrrolidin-1-yl]pyrimidin-2-yl]-1-bicyclo[1.1.1]pentanyl]methanone O1CCN(CC1)C(=O)C12CC(C1)(C2)C2=NC=C(C=N2)N2C[C@@H](CC2)OC=2C(=NC=1N(C2C)N=C(N1)C)C